3-bromo-4-(trifluoromethoxy)phenol BrC=1C=C(C=CC1OC(F)(F)F)O